C(C)OC=1C=C(C(=O)O)C=C(C1C)OCC 3,5-diethoxy-4-methylbenzoic acid